OC(C)CC(CCCCCCCC)OCC(=O)C1=CC=CC=C1 2-hydroxy-4-dodecyloxyacetophenone